C(C)(=O)N[C@@H]1CNCC1 (3S)-(-)-3-acetylaminotetrahydropyrrole